(3-(thianthren-1-yl)phenyl)boronic acid C1(=CC=CC=2SC3=CC=CC=C3SC12)C=1C=C(C=CC1)B(O)O